N-cyclopropyl-6-(3-(6-(4-isopropyl-4H-1,2,4-triazol-3-yl)pyridin-2-yl)-2-oxoimidazolidin-1-yl)benzo[d]thiazol-2-aminium 2,2,2-trifluoroacetate FC(C(=O)[O-])(F)F.C1(CC1)[NH2+]C=1SC2=C(N1)C=CC(=C2)N2C(N(CC2)C2=NC(=CC=C2)C2=NN=CN2C(C)C)=O